N1(CCC2C1CNC2)C2=CC=CC(=N2)NC=2C1=C(C(=NC2)C2=C3C(=NC=C2)N(C=C3)C)CNC1=O 7-[[6-(3,3a,4,5,6,6a-hexahydro-2H-pyrrolo[2,3-c]pyrrol-1-yl)-2-pyridyl]amino]-4-(1-methylpyrrolo[2,3-b]pyridin-4-yl)-2,3-dihydropyrrolo[3,4-c]pyridin-1-one